3-(2,6-bis(benzyloxy)pyridin-3-yl)-7-bromo-1-methyl-1H-indole C(C1=CC=CC=C1)OC1=NC(=CC=C1C1=CN(C2=C(C=CC=C12)Br)C)OCC1=CC=CC=C1